ClC(C=O)C 2-CHLOROPROPIONALDEHYDE